C(CC)N(CCCCC(CCCCCCC(C(=O)[O-])C(CCCC)CCCC)(CCCCCCC(C(=O)[O-])C(CCCC)CCCC)O)CCC 7-(4-(Dipropylamino) butyl)-7-hydroxytridecane-1,13-diylbis(3-butylheptanoate)